OC(C)(CO)OC(C(CCCCCCCCCCCCCC)(O)O)=O dihydroxyhexadecanoic acid 2,3-dihydroxypropan-2-yl ester